2-(4-(((3S,4R)-4-fluoropiperidin-3-yl)amino)pyrrolo[1,2-d][1,2,4]triazin-1-yl)-5-(trifluoromethyl)phenol F[C@H]1[C@H](CNCC1)NC1=NN=C(C=2N1C=CC2)C2=C(C=C(C=C2)C(F)(F)F)O